(R)-5-chloro-2-(4-cyano-2-methoxyphenoxy)-N-(4-fluoro-3-(S-methylsulfonimidoyl)phenyl)-4-(trifluoromethyl)benzamide ClC=1C(=CC(=C(C(=O)NC2=CC(=C(C=C2)F)[S@@](=O)(=N)C)C1)OC1=C(C=C(C=C1)C#N)OC)C(F)(F)F